tetrahydrofuran dichlorophosphite P(O)(Cl)Cl.O1CCCC1